FC1=C(C=CC(=C1C(=O)C1=CNC2=NC=C(C=C21)N2CCCCC2)F)NS(=O)(=O)CCC N-(2,4-difluoro-3-(5-(piperidin-1-yl)-1H-pyrrolo[2,3-b]pyridine-3-carbonyl)phenyl)propane-1-sulfonamide